isobutyl-alumoxane C(C(C)C)[Al]1OCCCC1